(2R)-N-((S)-1-(((R)-2-amino-6,7-dihydro-5H-cyclopenta[b]pyridin-5-yl)amino)-1-oxopropan-2-yl)-4-(3-cyanophenyl)pyrrolidine-2-carboxamide NC1=CC=C2C(=N1)CC[C@H]2NC([C@H](C)NC(=O)[C@@H]2NCC(C2)C2=CC(=CC=C2)C#N)=O